N-(3-Bromo-5-fluoro-2-formylphenyl)-6'-fluoro-2',3'-dihydrospiro[cyclopropane-1,1'-indene]-5'-carboxamide BrC=1C(=C(C=C(C1)F)NC(=O)C=1C=C2CCC3(C2=CC1F)CC3)C=O